8-((1R,4S)-2-azabicyclo[2.2.1]heptan-2-yl)-6-chloroimidazo[1,2-b]pyridazine [C@@H]12N(C[C@@H](CC1)C2)C=2C=1N(N=C(C2)Cl)C=CN1